C(C1=CC=CC=C1)(=O)NC(=S)NC1=NC=CC(=C1)CCCC 1-benzoyl-3-(4-butylpyridin-2-yl)thiourea